3-nitro-aminofurazan [N+](=O)([O-])C1=NON=C1N